2,4-dipropyl-6-p-methoxyphenyl-1,3,5-triazine C(CC)C1=NC(=NC(=N1)CCC)C1=CC=C(C=C1)OC